COC1=CC=C(C=C1)NCCC1=CC=C(C=C1)C(F)(F)F N-(4-methoxyphenyl)-4-(trifluoromethyl)-phenethylamine